FC=1C=C2C=CNC2=C(C1)F 5,7-Difluoroindole